2-[(1R,2R)-1-cyclopropyl-2-(5-fluoropyridin-2-yl)-2-hydroxyethyl]-6-[5-(difluoromethyl)-1,3,4-oxadiazol-2-yl]-2,3-dihydro-1H-isoindol-1-one C1(CC1)[C@H]([C@@H](O)C1=NC=C(C=C1)F)N1C(C2=CC(=CC=C2C1)C=1OC(=NN1)C(F)F)=O